tert-butyl (2-(2-(2-(2-((4-bromo-pyridin-2-yl)oxy)ethoxy)ethoxy) ethoxy)ethyl)carbamate BrC1=CC(=NC=C1)OCCOCCOCCOCCNC(OC(C)(C)C)=O